COC=1C=C(CC=2N(C=3C(=C4CC[C@@H](N(C4=CC3)C(=O)OC)C)N2)C2CCCCC2)C=CC1OC (1S,4r)-4-((S)-2-(3,4-Dimethoxybenzyl)-6-(methoxycarbonyl)-7-methyl-6,7,8,9-tetrahydro-3H-imidazo[4,5-f]chinolin-3-yl)cyclohexan